N[C@@H](CS)C(=O)O.[Na].[Na] disodium cysteine